[Cl-].C1[C@H]2[C@@H](C[NH2+]1)COC=1C=CC=CC12 (3aS,9bS)-1,2,3,3a,4,9b-Hexahydrochromeno[3,4-c]pyrrol-2-ium chloride